tert-butyl-(4-((4-carbamoyl-5-fluoro-2-methoxyphenyl) amino) but-2-en-1-yl) carbamate C(N)(OCC=CC(NC1=C(C=C(C(=C1)F)C(N)=O)OC)C(C)(C)C)=O